CO[Si](CCCNCCC[Si](OC)(OC)OC)(OC)OC Bis(3-trimethoxysilyl-propyl)amin